(S)-5-fluoro-2,3-dihydro-1H-inden-1-amine HCl Cl.FC=1C=C2CC[C@@H](C2=CC1)N